(R)-N-[(1R)-1-[(2R,3S,5R)-5-azido-3-benzyloxy-6-(p-tolylsulfanyl)tetrahydropyran-2-yl]ethyl]-N-benzyl-2-methyl-propane-2-sulfinamide N(=[N+]=[N-])[C@@H]1C[C@@H]([C@H](OC1SC1=CC=C(C=C1)C)[C@@H](C)N([S@](=O)C(C)(C)C)CC1=CC=CC=C1)OCC1=CC=CC=C1